[NH4+].P(=O)(O[C@@H]1[C@@H](CCC1)NC1=NC=CC(=C1)C1=CC(=CC=C1)OCCCCCCCCCCC)(O)O (1S,2R)-2-({4-[3-(Undecyloxy)phenyl]pyridin-2-yl}amino)cyclopentyl dihydrogen phosphate ammonium salt